3-((1-(3-chlorophenyl)-3-azabicyclo[3.1.0]hex-3-yl)carbonyl)-1,5,7-trimethyl-1,5-dihydro-4H-pyrrolo[3,2-c]pyridin-4-one ClC=1C=C(C=CC1)C12CN(CC2C1)C(=O)C1=CN(C2=C1C(N(C=C2C)C)=O)C